(R)-4-(2,2-difluoro-7-((5-methoxy-7-methyl-1H-indol-4-yl)methyl)-7-azaspiro[3.5]nonan-6-yl)-N-(3-(trifluoromethyl)oxetan-3-yl)benzamide FC1(CC2(C1)C[C@@H](N(CC2)CC2=C1C=CNC1=C(C=C2OC)C)C2=CC=C(C(=O)NC1(COC1)C(F)(F)F)C=C2)F